C(C1=CC=CC=C1)SC1=CC(=NC=C1)N 4-(benzylsulfanyl)pyridin-2-amine